N[C@@H]1C2=CC=CC=C2CC12CCN(CC2)C=2NC(C1=C(N2)NN=C1C=1C=2C(=CC(=NC2CCC1)C)C(F)(F)F)=O (S)-6-(1-amino-1,3-dihydrospiro[indene-2,4'-piperidin]-1'-yl)-3-(2-methyl-4-(trifluoromethyl)-7,8-dihydroquinolin-5-yl)-1,5-dihydro-4H-pyrazolo[3,4-d]pyrimidin-4-one